CC1=C(C=CC(=N1)C(=O)O)C1=CC=C(C=C1)NC([C@@H]1N(CCC1)C(NCC1=CC=C(C=C1)C(C)C)=O)=O 6-methyl-5-(4-{[1-({[4-(propan-2-yl)phenyl]methyl}carbamoyl)-D-prolyl]amino}phenyl)pyridine-2-carboxylic acid